9-Amino-3,4-dihydro-acridine NC=1C2=CC=CC=C2N=C2CCC=CC12